C1=CC=C(C=C1)N(C2=CC=CC=C2)C(=N)N.Br N,N-diphenylguanidine monohydrobromide